NC=1C=2N(C3=CC(=C(C=C3N1)F)C(=O)N1[C@@H]3[C@H](O[C@H](C1)C)CC=1C=C(C(=CC13)F)C1CC1)C=NC2 (4-amino-7-fluoroimidazo[1,5-a]quinoxalin-8-yl)((2S,4aS,9aR)-7-cyclopropyl-6-fluoro-2-methyl-2,3,9,9a-tetrahydroindeno[2,1-b][1,4]oxazin-4(4aH)-yl)methanone